FC(CN1[C@@H](C=2NC3=CC=CC=C3C2C[C@H]1C)C=1SC(=CC1)CCCN1C[C@@H](CC1)C)(C)C (1S,3R)-2-(2-Fluoro-2-methylpropyl)-3-methyl-1-(5-(3-((R)-3-methylpyrrolidin-1-yl)propyl)thiophen-2-yl)-2,3,4,9-tetrahydro-1H-pyrido[3,4-b]indole